FC1=CC(=C(C=C1)C(=O)N1CCNCC1)C(F)(F)F [4-fluoro-2-(trifluoromethyl)phenyl]-piperazin-1-yl-methanone